CC=1C=C(C=CC1)[C@H](C(=O)O)C 2-(R)-(3-methylphenyl)propionic acid